6-[3-benzyl-5-(6-methyl-2-pyridyl)triazol-4-yl]-N-[2-(4-isopropylpiperazin-1-yl)ethyl]-1,5-naphthyridin-3-amine C(C1=CC=CC=C1)N1N=NC(=C1C=1N=C2C=C(C=NC2=CC1)NCCN1CCN(CC1)C(C)C)C1=NC(=CC=C1)C